nitrogen oxide phosphorus [P].[N]=O